N,N'-bis(2-ethylhexyl)-3,7-diphenyl-2,6-dioxo-1,2,5,6-tetrahydrobenzo[1,2-b:4,5-b']dipyrrole C(C)C(CN1C=2C(=C(C1=O)C1=CC=CC=C1)C=C1N(C(C(=C1C2)C2=CC=CC=C2)=O)CC(CCCC)CC)CCCC